di(3,4-epoxy- 6-methylcyclohexylmethyl)hexanedioate CC1CC2C(CC1COC(CCCCC(=O)OCC1CC3C(CC1C)O3)=O)O2